tert-butyl (3S)-3-[[4-[6-(fluoromethylsulfonyl)-1H-indol-3-yl]-5-(trifluoromethyl) pyrimidin-2-yl]amino]piperidine-1-carboxylate FCS(=O)(=O)C1=CC=C2C(=CNC2=C1)C1=NC(=NC=C1C(F)(F)F)N[C@@H]1CN(CCC1)C(=O)OC(C)(C)C